[O-]P([O-])(=O)OP(=O)([O-])[O-].[Zn+2].[Sn+4] tin zinc pyrophosphate